tert-butyl 3-(1-(cyclopropylmethyl)-6-(N-(1-methylcyclopropyl)sulfamoyl)-2,4-dioxo-1,4-dihydroquinazolin-3(2H)-yl)pyrrolidine-1-carboxylate C1(CC1)CN1C(N(C(C2=CC(=CC=C12)S(NC1(CC1)C)(=O)=O)=O)C1CN(CC1)C(=O)OC(C)(C)C)=O